dihydro-12-phenyl-indolo[2,3-a]carbazole C1(=CC=CC=C1)N1C=2CCC=CC2C=2C1=C1NC3=CC=CC=C3C1=CC2